FC1=C(C=CC(=C1)C)C=1C=NC=2N(C1)C=C(N2)COC2=NC=CC=C2 6-(2-fluoro-4-methyl-phenyl)-2-(2-pyridinyloxymethyl)imidazo[1,2-a]pyrimidine